P(=S)(OCCCCCCCCCCCCOC(C=C)=O)(O)O acryloyloxydodecyl dihydrogen thiophosphate